3-ethyl-4-methyl-pyrrole-2,5-dione C(C)C=1C(NC(C1C)=O)=O